3-fluoro-4-(2-((2-(2-methyl-1H-imidazol-1-yl)pyridin-4-yl)oxy)ethoxy)benzonitrile FC=1C=C(C#N)C=CC1OCCOC1=CC(=NC=C1)N1C(=NC=C1)C